ClC=1C=C(C(=O)OC)C=C(C1OC)S(NC1=C(C=C(C(=C1)C1=C(C=CC=C1)C(CCO)C)F)F)(=O)=O methyl 3-chloro-5-[[2,4-difluoro-5-[2-(3-hydroxy-1-methyl-propyl)phenyl]phenyl]sulfamoyl]-4-methoxy-benzoate